[Pd](Cl)Cl.C1(=CC=CC=C1)P(C1=CC=CC=C1)C1=CC=CC=C1.C1(=CC=CC=C1)P(C1=CC=CC=C1)C1=CC=CC=C1 bis(triphenylphosphine) Palladium (II) chloride